1-(5-chloro-3-fluoropyridin-2-yl)-3-(3-methyloxetan-3-yl)-4-(4-(trifluoromethyl)benzyl)piperazine-2,5-dione ClC=1C=C(C(=NC1)N1C(C(N(C(C1)=O)CC1=CC=C(C=C1)C(F)(F)F)C1(COC1)C)=O)F